3-methyl-5,6,7,8-tetrahydro-4H-pyrazolo[1,5-a][1,4]diazepin-2-amine CC=1C(=NN2C1CNCCC2)N